(1s,3s)-3-((1-(4-Methoxy-2-(2,2,2-trifluoroethyl)phenyl)pyrrolo[1,2-d][1,2,4]triazin-4-yl)amino)-1-methylcyclobutan-1-ol COC1=CC(=C(C=C1)C=1C=2N(C(=NN1)NC1CC(C1)(O)C)C=CC2)CC(F)(F)F